(E)-3-(3-Hydroxyphenyl)-1-(2-nitrophenyl)prop-2-en-1-one OC=1C=C(C=CC1)/C=C/C(=O)C1=C(C=CC=C1)[N+](=O)[O-]